5-[4-(2-bromoethoxy)-1-piperidyl]-2-(2,6-dioxo-3-piperidyl)isoindoline-1,3-dione BrCCOC1CCN(CC1)C=1C=C2C(N(C(C2=CC1)=O)C1C(NC(CC1)=O)=O)=O